anti-acryl chloride C(=O)(C=C)Cl